5-Amino-3-(3-hydroxybutyl)-1-methyl-1H-benzo[d]imidazol-2(3H)-one NC1=CC2=C(N(C(N2CCC(C)O)=O)C)C=C1